C(\C=C\C(=O)O)(=O)O.C1=NC=CC=2C3(CC=CC12)N=C1N(C=CC=C1)C3 spiro[imidazo[1,2-a]pyridine-2,5'-isoquinoline] fumarate